methyl-1-(2-octylcyclopropyl)heptadecan-8-amine CC(CCCCCCC(CCCCCCCCC)N)C1C(C1)CCCCCCCC